ClC=1C(=C(C=CC1)C[C@@H]1N(C[C@@H]([C@@H]1NS(=O)(=O)CC)F)C(=O)OCC1=CC=CC=C1)F benzyl (2S,3R,4S)-2-[(3-chloro-2-fluorophenyl)methyl]-3-[(ethanesulfonyl)amino]-4-fluoropyrrolidine-1-carboxylate